N1C(=NC2=C1C=CC=C2)NC(=O)NC2=CC(=CC=C2)OC 1-(1H-benzo[d]imidazol-2-yl)-3-(3-methoxyphenyl)urea